fluoro-1-(5-fluoro-2-methoxy-4-(3-(trifluoromethyl)cyclobutyl)phenyl)-N-(isoxazol-3-yl)-N-(4-methoxybenzyl)-2-oxo-1,2-dihydroquinoline-6-sulphonamide FC=1C(N(C2=CC=C(C=C2C1)S(=O)(=O)N(CC1=CC=C(C=C1)OC)C1=NOC=C1)C1=C(C=C(C(=C1)F)C1CC(C1)C(F)(F)F)OC)=O